NC=1C(N(C=CC1)C=1C=NN(C1)COCC[Si](C)(C)C)=O 3-amino-1-(1-((2-(trimethylsilyl)ethoxy)methyl)-1H-pyrazol-4-yl)pyridin-2(1H)-one